N=1C(=CN2C1C=CC=C2)C2CCC1(CNC1)CC2 7-(imidazo[1,2-a]pyridin-2-yl)-2-azaspiro[3.5]nonan